bis(3-METHYLPHENYL)-N,N'-diphenyl-[1,1'-biphenyl]-4,4'-diamine CC=1C=C(C=CC1)C=1C(=C(C=CC1NC1=CC=CC=C1)C1=CC=C(C=C1)NC1=CC=CC=C1)C1=CC(=CC=C1)C